CC1=NC2=CC=C(C=C2C(=C1)C=1C=NN(C1)C)CN(C(OC(C)(C)C)=O)C1CCOCC1 tert-butyl ((2-methyl-4-(1-methyl-1H-pyrazol-4-yl)quinolin-6-yl)methyl)(tetrahydro-2H-pyran-4-yl)carbamate